ClC1=C(C=CC=2N=C(OC21)C)B2OC(C(O2)(C)C)(C)C 7-chloro-2-methyl-6-(4,4,5,5-tetramethyl-1,3,2-dioxaborolan-2-yl)benzo[d]oxazole